BrC=1OC(=C(C1C#N)C#N)Br 2,5-dibromo-3,4-dicyanofuran